2-(6-(3-Methoxyphenylethoxy)-1H-indol-1-yl)ethan-1-ol COC=1C=C(C=CC1)CCOC1=CC=C2C=CN(C2=C1)CCO